2-[6,6-difluoro-3-[rac-(3S,4R)-3-fluoro-4-(4-hydroxy-1-piperidyl)piperidine-1-carbonyl]-5,7-dihydro-4H-indazol-1-yl]-1-[4-(2,3-dimethylphenyl)piperazin-1-yl]ethanone FC1(CCC=2C(=NN(C2C1)CC(=O)N1CCN(CC1)C1=C(C(=CC=C1)C)C)C(=O)N1C[C@@H]([C@@H](CC1)N1CCC(CC1)O)F)F |r|